Ethyl 5-[2-(benzyloxy) ethyl]-1-[(2S)-butane-2-yl]-1H-pyrrole-2-carboxylate C(C1=CC=CC=C1)OCCC1=CC=C(N1[C@@H](C)CC)C(=O)OCC